BrC1=CC=C(C(=C1C(=O)NC1=CC=C2C=NN(C2=C1)C=1C=NN(C1)C)Cl)C#N 6-bromo-2-chloro-3-cyano-N-[1-(1-methylpyrazol-4-yl)indazol-6-yl]benzamide